BrC1=C(C(=C(C=C1)C(=C(C#N)C#N)O)F)F 2-[(4-bromo-2,3-difluoro-phenyl)-hydroxy-methylene]propanedinitrile